C1(CC1)C1=CC=C(C=C1)N1C(N(C2(C1=O)CCN(CC2)C[C@@H]2C[C@@H](OCC2)C)CC)=O 3-(4-cyclopropylphenyl)-1-ethyl-8-(((2S,4S)-2-methyltetrahydro-2H-pyran-4-yl)methyl)-1,3,8-triazaspiro[4.5]decane-2,4-dione